C(=CC)[Si](OC)(OC)CCCCCCCCCCCCCCCC propenylhexadecyldimethoxysilane